COC([C@H](CC(C)C)NC(=O)OC1(CCN(CC1)C(=O)OC(C)(C)C)C1=CC=CC=C1)=O t-Butyl (S)-4-(((1-methoxy-4-methyl-1-oxopentan-2-yl)carbamoyl)oxy)-4-phenylpiperidine-1-carboxylate